tert-butyl (S)-4-(1-(2,6-dioxopiperidin-3-yl)-3-methyl-2-oxo-2,3-dihydro-1H-benzo[d]imidazol-5-yl)piperazine-1-carboxylate O=C1NC(CC[C@@H]1N1C(N(C2=C1C=CC(=C2)N2CCN(CC2)C(=O)OC(C)(C)C)C)=O)=O